(5-((3-fluorophenyl)ethynyl)-2,3-dihydro-1H-inden-1-yl)-3,3-dimethylpiperidine-4-carboxylic acid FC=1C=C(C=CC1)C#CC=1C=C2CCC(C2=CC1)N1CC(C(CC1)C(=O)O)(C)C